N-(1,2-dimyristoyloxyprop-3-yl)-N,N-dimethyl-N-hydroxyethyl-ammonium bromide [Br-].C(CCCCCCCCCCCCC)(=O)OCC(C[N+](CCO)(C)C)OC(CCCCCCCCCCCCC)=O